NCCNCCC[SiH2]CO[Si](OC)(C)C 3-(2-aminoethylamino)propyl-dimethylmethoxysilaneOxymethylsilane